N1NNC2CNCC=C21 tetrahydro-5H-[1,2,3]triazolo[4,5-c]pyridin